N-(beta-ureidoethyl)acrylamide N(C(=O)N)CCNC(C=C)=O